C(C1=CC=CC=C1)N1CC(CC1)CNC(=O)C1CCC(CC1)C1=NC(=NO1)C1=CC=C(C=C1)OC (7r,4r)-N-((1-benzylpyrrolidin-3-yl)methyl)-4-(3-(4-methoxyphenyl)-1,2,4-oxadiazol-5-yl)cyclohexane-1-carboxamide